3-((4-(5-(3,4-difluorophenoxy)-2,2-dimethylpentanoyl)piperazin-1-yl)sulfonyl)benzoic acid FC=1C=C(OCCCC(C(=O)N2CCN(CC2)S(=O)(=O)C=2C=C(C(=O)O)C=CC2)(C)C)C=CC1F